COC(=O)N1CCN(CC1)C(CCC[C@H]1CC[C@H]2[C@@H]3CC[C@H]4C[C@H](CC[C@@]4([C@H]3CC[C@]12C)C)O)=O Methyl-4-(4-((3S,5S,8S,9S,10S,13R,14S,17S)-3-hydroxy-10,13-dimethylhexadecahydro-1H-cyclopenta[a]phenanthren-17-yl)butanoyl)piperazine-1-carboxylate